(2R)-1-(2-(3,8-diazabicyclo[3.2.1]octan-8-yl)-6,7-dihydrothiazolo[5,4-c]pyridin-5(4H)-yl)-2-cyclohexyl-2-hydroxyethan-1-one C12CNCC(CC1)N2C=2SC=1CN(CCC1N2)C([C@H](O)C2CCCCC2)=O